[2-chloro-4-[[3-[1-[(4-methylpyrimidin-2-yl)methyl]-3-(trifluoromethyl)pyrazol-4-yl]imidazo[1,2-a]pyrazin-8-yl]amino]phenyl]-piperazin-1-ylmethanone ClC1=C(C=CC(=C1)NC=1C=2N(C=CN1)C(=CN2)C=2C(=NN(C2)CC2=NC=CC(=N2)C)C(F)(F)F)C(=O)N2CCNCC2